ClC=1C=C(C=CC1)NC=1NC2=NC(=NC=C2N1)NC1CC(OCC1)(C)C N8-(3-chlorophenyl)-N2-(2,2-dimethyltetrahydro-2H-pyran-4-yl)-9H-purine-2,8-diamine